[Cu].[Ti].[Ni].[Co].[Fe] iron-cobalt-nickel-titanium-copper